C(C)(C)(C)NC(C=C)=O N-tertiary butylacrylamide